3-(3-(4-(pyrimidin-2-ylmethoxy)benzyl)isoxazol-5-yl)pyridin-2-amine N1=C(N=CC=C1)COC1=CC=C(CC2=NOC(=C2)C=2C(=NC=CC2)N)C=C1